methyl 3-((2-chloro-4-((5-cyclopropyl-3-(2,6-dichlorophenyl) isoxazol-4-yl) methoxy) phenyl) ethynyl)-2-fluorobenzoate ClC1=C(C=CC(=C1)OCC=1C(=NOC1C1CC1)C1=C(C=CC=C1Cl)Cl)C#CC=1C(=C(C(=O)OC)C=CC1)F